FC1=C(C(=CC=C1)F)N1C=NC2=CC=CC=C2C1=O 3-(2,6-difluorophenyl)quinazolin-4(3H)-one